FC=1C=C(C=CC1)C1=N[C@@H](C(NC2=C1C=CC=C2C)=O)NC([C@@H]([C@@H](C(=O)N)CCC(F)(F)F)CCC(F)(F)F)=O (2R,3S)-N-((3S)-5-(3-fluorophenyl)-9-methyl-2-oxo-2,3-dihydro-1H-1,4-benzodiazepin-3-yl)-2,3-bis(3,3,3-trifluoropropyl)succinamide